heptyl-4-(3-trifluoromethylbenzylamino)-7-methoxychroman C(CCCCCC)C1OC2=CC(=CC=C2C(C1)NCC1=CC(=CC=C1)C(F)(F)F)OC